5-(methylsulfonyl)-2,3-dihydro-1H-isoindole-1-carboxamide CS(=O)(=O)C=1C=C2CNC(C2=CC1)C(=O)N